tert-butyl 6-(2-(5-(trifluoromethyl) isoxazol-3-yl) vinyl)-2-azaspiro[3.3]heptane-2-carboxylate FC(C1=CC(=NO1)C=CC1CC2(CN(C2)C(=O)OC(C)(C)C)C1)(F)F